cis-N1-(5-(pyrido[2,3-b]pyrazin-7-yl)pyrrolo[2,1-f][1,2,4]triazin-2-yl)cyclobutane-1,3-diamine N1=C2C(=NC=C1)N=CC(=C2)C=2C=CN1N=C(N=CC12)N[C@@H]1C[C@@H](C1)N